NCCC1CCC(CC1)NC(OC(C)(C)C)=O tert-Butyl ((1r,4r)-4-(2-aminoethyl)cyclohexyl)carbamate